(S)-N-methyltyrosine CN[C@@H](CC1=CC=C(C=C1)O)C(=O)O